NC(C(=O)O)CC=1NC=CC1 2-amino-3-(1H-pyrrol-2-yl)propanoic acid